C(C)OCCOCC 1,2-Diethoxyethan